2-[2-[2-[tert-butyl(dimethyl)silyl]oxyethoxy]ethoxy]-3-chloro-5-[1-(4-hydroxyphenyl)-1-methyl-ethyl]benzonitrile [Si](C)(C)(C(C)(C)C)OCCOCCOC1=C(C#N)C=C(C=C1Cl)C(C)(C)C1=CC=C(C=C1)O